4-(4-bromophenyl)-1,2,3-thiadiazole BrC1=CC=C(C=C1)C=1N=NSC1